tert-butyl 9-cyano-2,3-dihydropyrido[3,4-f][1,4]oxazepine-4(5H)-carboxylate C(#N)C1=CN=CC=2CN(CCOC21)C(=O)OC(C)(C)C